O.N(N)C1=CC=C(C=C1)S(=O)(=O)O.N(N)C1=CC=C(C=C1)S(=O)(=O)O 4-hydrazinobenzenesulfonic acid hemihydrate